ClC=1C=C(C=CC1)C(=O)N[C@H](C(=O)O)CC(C)C (2S)-2-[(3-chlorophenyl)formamido]-4-methylpentanoic acid